C(C)NC=1C=C(C=C2[C@](C(NC12)=O)(C)N1CC(C(CC1)C1=CC=CC=C1)C(=O)NC)F 1-[(3s)-7-(ethylamino)-5-fluoro-3-methyl-2-oxo-indolin-3-yl]-N-methyl-4-phenyl-piperidine-3-carboxamide